(±)-N-(3-bromophenyl)-1-fluoro-6,7,8,9-tetrahydro-5H-5,8-epiminocyclohepta[c]pyridine-10-carboxamide BrC=1C=C(C=CC1)NC(=O)N1C2CCC1CC=1C(=NC=CC12)F